FC1=CC(=C(C(=O)NCCC2=CNC3=CC=C(C=C23)OC)C=C1)NC1=CC(=C(C(=C1)OC)OC)OC 4-fluoro-N-(2-(5-methoxy-1H-indol-3-yl)ethyl)-2-((3,4,5-trimethoxyphenyl)amino)benzamide